(1s,2s,5r)-1-hydroxy-2-isopropyl-5-methyl-N-[2-(2-pyridinyl)ethyl]cyclohexanecarboxamide O[C@@]1([C@@H](CC[C@H](C1)C)C(C)C)C(=O)NCCC1=NC=CC=C1